CC([C@H](C=1C=NC=C(C1)C=1C=C2CCC(N(C2=CC1)C)=O)NS(=O)(=O)CC)C |r| (rac)-Ethanesulfonic acid {2-methyl-1-[5-(1-methyl-2-oxo-1,2,3,4-tetrahydro-quinolin-6-yl)-pyridin-3-yl]-propyl}-amide